[Ta].[Mn].[Fe].[Sn] tin-iron-manganese-tantalum